OC=1C=C2CCC(N(C2=NC1)C1CC(C1)(C([2H])([2H])[2H])O)=O 6-hydroxy-1-[(cis)-3-hydroxy-3-(2H3)methylcyclobutyl]-3,4-dihydro-1,8-naphthyridin-2-one